(1-(6-(3,4-difluorophenyl)-4-(hydroxymethyl)pyridin-3-yl)-3-ethynylpiperidin-3-yl)carbamic acid methyl ester COC(NC1(CN(CCC1)C=1C=NC(=CC1CO)C1=CC(=C(C=C1)F)F)C#C)=O